4-acetoxy-6-fluoro-7-methyl-3-(N-ethyl-N-methylaminoethyl)indole C(C)(=O)OC1=C2C(=CNC2=C(C(=C1)F)C)CCN(C)CC